C(#N)C1=CC=C(CN2C(=NC3=C2C=C(C=C3)C)C3=CC=C(C=C3)C(C(=O)N)C3=CC=C(C=C3)S(=O)(=O)CC)C=C1 (4-(1-(4-cyanobenzyl)-6-methyl-1H-benzo[d]imidazol-2-yl)phenyl)-2-(4-(ethylsulfonyl)phenyl)acetamide